1-[6-[4-[3-chloro-2-fluoro-4-(oxetan-3-ylmethoxy)anilino]pyrido[3,2-d]pyrimidin-6-yl]-1,6-diazaspiro[3.3]heptan-1-yl]prop-2-en-1-one ClC=1C(=C(NC=2C3=C(N=CN2)C=CC(=N3)N3CC2(CCN2C(C=C)=O)C3)C=CC1OCC1COC1)F